1-(6-Fluoro-4-(4-fluorophenyl)-3,4-dihydroquinoxalin-1(2H)-yl)-3-(hexahydropyrrolo[1,2-a]pyrazin-2(1H)-yl)propan-1-one FC=1C=C2N(CCN(C2=CC1)C(CCN1CC2N(CC1)CCC2)=O)C2=CC=C(C=C2)F